[Si](C1=CC=CC=C1)(C1=CC=CC=C1)(C(C)(C)C)OC1C(C(CC1)=O)(C)C 3-((tert-butyldiphenylsilyl)oxy)-2,2-dimethylcyclopentan-1-one